3-(5-methyl-1,2,5,6-tetrahydropyridin-3-yl)-1H-pyrrolo[2,3-b]pyridine CC1C=C(CNC1)C1=CNC2=NC=CC=C21